1-((3-(5-(3,5-difluorophenyl)-4,5-dihydro-1H-pyrazole-1-carbonyl)bicyclo[1.1.1]-pentan-1-yl)methyl)-1H-benzo[d]imidazole-5-carbonitrile FC=1C=C(C=C(C1)F)C1CC=NN1C(=O)C12CC(C1)(C2)CN2C=NC1=C2C=CC(=C1)C#N